Cl.COC=1C=C2C[C@H](C(C2=CC1OC)=O)CC1CCN(CC1)CC1=CC=CC=C1 |r| (±)-2,3-dihydro-5,6-dimethoxy-2-[[1-(phenylmethyl)-4-piperidinyl]methyl]-1H-inden-1-one hydrochloride